NCC=1NC2=CC(=C(C=C2C1)C)C(=O)NC1(CC1)C1=CC=CC2=CC=CC=C12 2-(aminomethyl)-5-methyl-N-(1-(naphthalen-1-yl)cyclopropyl)-1H-indole-6-carboxamide